1-butyrylferrocene C(CCC)(=O)[C-]1C=CC=C1.[CH-]1C=CC=C1.[Fe+2]